((6-(difluoromethoxy)-2-(3'-(6-(difluoromethoxy)-5-((2-hydroxy-2-methylazetidin-1-yl)methyl)benzo[d]oxazol-2-yl)-2,2'-dimethyl-[1,1'-biphenyl]-3-yl)benzo[d]oxazol-5-yl)methyl)-L-proline FC(OC1=CC2=C(N=C(O2)C=2C(=C(C=CC2)C2=C(C(=CC=C2)C=2OC3=C(N2)C=C(C(=C3)OC(F)F)CN3C(CC3)(C)O)C)C)C=C1CN1[C@@H](CCC1)C(=O)O)F